2-[[2-(3-cyanophenyl)acetyl]amino]-4-[[3-fluoro-2-methoxy-propyl]-[4-(5,6,7,8-tetrahydro-1,8-naphthyridin-2-yl)butyl]amino]butanoic acid C(#N)C=1C=C(C=CC1)CC(=O)NC(C(=O)O)CCN(CCCCC1=NC=2NCCCC2C=C1)CC(CF)OC